(Z)-3-(allylamino)-1,3-diphenyl-2-propen-1-one C(C=C)N\C(=C/C(=O)C1=CC=CC=C1)\C1=CC=CC=C1